1,3-difluoro-2-trifluoromethylbenzene FC1=C(C(=CC=C1)F)C(F)(F)F